N-((1S,2R)-2-(6-fluoro-2,3-dimethylphenyl)-1-(5-oxo-4,5-dihydro-1,3,4-oxadiazol-2-yl)propyl)-1H-indazole-5-sulfonamide FC1=CC=C(C(=C1[C@H]([C@@H](C=1OC(NN1)=O)NS(=O)(=O)C=1C=C2C=NNC2=CC1)C)C)C